C(C)(=O)OC[C@H]1OC([C@@H]([C@@H]1O[C@H]1O[C@H]([C@H]([C@@H]([C@H]1N=[N+]=[N-])OC(C)=O)OC(C)=O)CN=[N+]=[N-])OC(C)=O)O [(2R,3R,4R)-4-acetoxy-3-[(2R,3R,4R,5R,6S)-4,5-diacetoxy-3-azido-6-(azidomethyl)tetrahydropyran-2-yl]oxy-5-hydroxy-tetrahydrofuran-2-yl]methyl acetate